tert-butyl 3-[[4,5-dichloro-2-(prop-2-en-1-yloxy)phenyl][(2-methylpropane-2-sulfinyl)amino]methyl]azetidine-1-carboxylate ClC1=CC(=C(C=C1Cl)C(C1CN(C1)C(=O)OC(C)(C)C)NS(=O)C(C)(C)C)OCC=C